butyl 2-mercaptoethylcarbamate SCCNC(OCCCC)=O